C1(=CC=CC=C1)C=1N(C2=CC=CC=C2C1)S(=O)(=O)C1=CC=C(C=C1)Cl 2-phenyl-1-[(4-chlorophenyl)sulfonyl]-1H-indole